(2S)-2-ethylbutyl 2-(((((2R,3S,4R,5S)-5-(4-aminopyrrolo[2,1-f][1,2,4]triazin-7-yl)-2-cyano-3,4-dihydroxytetrahydrofuran-2-yl)methoxy)(phenoxy)phosphoryl)amino)-2-cyclohexylacetate NC1=NC=NN2C1=CC=C2[C@H]2[C@@H]([C@@H]([C@@](O2)(C#N)COP(=O)(OC2=CC=CC=C2)N[C@H](C(=O)OCC(CC)CC)C2CCCCC2)O)O